4-Carboxy-N-(1,3-di-t-butylimidazolidin-2-ylidene)anilinium tetrafluoroborate F[B-](F)(F)F.C(=O)(O)C1=CC=C([NH+]=C2N(CCN2C(C)(C)C)C(C)(C)C)C=C1